butanoic acid acetate C(C)(=O)O.C(CCC)(=O)O